[Si](C)(C)(C(C)(C)C)NS(=O)(=O)C1=CC2=C(B(OC2(C)C)O)C=C1 N-(tert-butyldimethylsilyl)-1-hydroxy-3,3-dimethyl-1,3-dihydrobenzo[c][1,2]oxaborole-5-sulfonamide